3,7-dihydroxy-8-methoxy-2-(4-(4-(methyl(2-(4-methylpiperazin-1-yl)ethyl)amino)butyl)phenyl)-4H-chromen-4-one trihydrochloride Cl.Cl.Cl.OC1=C(OC2=C(C(=CC=C2C1=O)O)OC)C1=CC=C(C=C1)CCCCN(CCN1CCN(CC1)C)C